3-(4-(8-(5-cyclopropyl-2-ethoxy-4-(methoxycarbonyl)benzyl)-2-oxo-1,3,8-triazaspiro[4.5]decan-3-yl)benzamido)propane-1-sulfonic acid C1(CC1)C=1C(=CC(=C(CN2CCC3(CN(C(N3)=O)C3=CC=C(C(=O)NCCCS(=O)(=O)O)C=C3)CC2)C1)OCC)C(=O)OC